ClC1=C(C=CC=C1F)NC1=C(C#N)C=CC(=N1)C1CC1 2-((2-chloro-3-fluorophenyl)amino)-6-cyclopropylnicotinonitrile